1,3-dibromo-5-chloro-2-iodobenzene BrC1=C(C(=CC(=C1)Cl)Br)I